BrC1=C2CN(C(C2=CC(=C1)C=O)=O)C1=NC(=CC(=C1)C1=C(C=C(C#N)C=C1)C1=NN=CN1C)C1CC1 4-[2-(4-Bromo-6-formyl-1-oxo-3H-isoindol-2-yl)-6-cyclopropylpyridin-4-yl]-3-(4-methyl-1,2,4-triazol-3-yl)benzonitrile